(E)-2-Methyl-N-(1-(5-nitropyridin-3-yl)ethylidene)propane-2-sulfinamide CC(C)(C)S(=O)/N=C(\C)/C=1C=NC=C(C1)[N+](=O)[O-]